N-fluorenyl-benzocarbazole C1(=CC=CC=2C3=CC=CC=C3CC12)N1C=2C3=C(C=CC2C=2C=CC=CC12)C=CC=C3